(5-(4-(trifluoromethyl)phenoxy)-1H-indol-3-yl)carbamic acid tert-butyl ester C(C)(C)(C)OC(NC1=CNC2=CC=C(C=C12)OC1=CC=C(C=C1)C(F)(F)F)=O